N-[(1S)-1-[(2S)-2-[[(2-chloro-2-fluoro-acetyl)-[[(3S)-2-oxopyrrolidin-3-yl]methyl]amino]carbamoyl]-3,3-dimethyl-pyrrolidine-1-carbonyl]-2,2-dimethyl-propyl]-2,2,2-trifluoro-acetamide ClC(C(=O)N(C[C@H]1C(NCC1)=O)NC(=O)[C@H]1N(CCC1(C)C)C(=O)[C@H](C(C)(C)C)NC(C(F)(F)F)=O)F